2-methylamino-benzoic acid CNC1=C(C(=O)O)C=CC=C1